(2R)-2-acetamido-3-phenyl-propanoic acid C(C)(=O)N[C@@H](C(=O)O)CC1=CC=CC=C1